7-methoxy-2-(1H-pyrazol-4-yl)[1,2,4]triazolo[1,5-c]quinazolin COC1=CC=CC=2C=3N(C=NC12)N=C(N3)C=3C=NNC3